{(5R)-2-[3,5-difluoro-4-({3-[(2S)-1,1,1-trifluoropropan-2-yl]-1H-pyrrolo[2,3-b]pyridin-4-yl}oxy)anilino]-5-fluoro-5,6-dihydro-4H-1,3-oxazin-5-yl}methanol FC=1C=C(NC=2OC[C@](CN2)(F)CO)C=C(C1OC1=C2C(=NC=C1)NC=C2[C@@H](C(F)(F)F)C)F